6-bromo-2-{[(2S)-2-hydroxypropyl]amino}-3-methylquinazolin-4-one BrC=1C=C2C(N(C(=NC2=CC1)NC[C@H](C)O)C)=O